C1=CC=C2C3=C4C(=CC2=C1)C=CC5=C4C(=CC6=CC=CC=C56)C=C3 3,4,8,9-dibenzopyrene